C1C2C=CC1C3C2CC4C3C5CC4C6C5C7CC6C=C7 tetracyclopentadiene